n-methyl-1-(4-(1-(tetrahydro-2H-pyran-4-yl)pyrido[3,4-e][1,2,4]triazolo[4,3-a]pyrazin-8-yl)phenyl)piperidin-4-amine CNC1CCN(CC1)C1=CC=C(C=C1)C1=CC2=C(N=CC=3N2C(=NN3)C3CCOCC3)C=N1